C(C)(C)C1=CC(=C(C=C1)B1OC(C(O1)(C)C)(C)C)OC 2-(4-isopropyl-2-methoxyphenyl)-4,4,5,5-tetramethyl-1,3,2-dioxaborolan